OC=1C=CC(=NC1)NC(=O)N1CCN(CC1)C1=NC=CC=N1 N-(5-hydroxypyridin-2-yl)-4-(pyrimidin-2-yl)piperazine-1-carboxamide